FC=1C=NC(=NC1)C1=C(C(=NC=C1)NC1=C(N=NC(=C1)NC1=NC=C(N=C1)C)C(=O)NC([2H])([2H])[2H])OC 4-{[4-(5-fluoropyrimidin-2-yl)-3-methoxypyridin-2-yl]amino}-N-(2H3)methyl-6-[(5-methylpyrazin-2-yl)amino]pyridazine-3-carboxamide